The molecule is a dihydroagarofuran sesquiterpenoid that consists of dihydroagarofuran substituted by a acetyloxy group at position 1, benzyloxy groups at positions 6, 9 and 15 and a hydroxy group at position 2. It is isolated from the roots of Microtropis fokienensis and exhibits antitubercular activity. It has a role as a metabolite and an antitubercular agent. It is a dihydroagarofuran sesquiterpenoid, an acetate ester, a benzoate ester, an organic heterotricyclic compound, a bridged compound and a secondary alcohol. C[C@@H]1C[C@@H]([C@@H]([C@@]2([C@]13[C@@H]([C@@H](C[C@@H]2OC(=O)C4=CC=CC=C4)C(O3)(C)C)OC(=O)C5=CC=CC=C5)COC(=O)C6=CC=CC=C6)OC(=O)C)O